Tricyclodecenylacrylat C1(=CCCCCCCCC1)C(=C(C(=O)[O-])C1=CCCCCCCCC1)C1=CCCCCCCCC1